2-propylmercapto-5-(3-nitro-4-chlorophenyl)-5,6-dihydropyrido[2,3-d]pyrimidine-4,7(3H,8H)-dione C(CC)SC=1NC(C2=C(N1)NC(CC2C2=CC(=C(C=C2)Cl)[N+](=O)[O-])=O)=O